5-acetyl-L-galactosamine C(C)(=O)[C@@]1([C@H]([C@H]([C@@H](C(O)O1)N)O)O)CO